2-(2-fluoro-4-((trans)-4-hydroxypyrrolidin-2-yl)phenyl)-N-methylbenzo[d]imidazo[2,1-b]thiazole-7-carboxamide FC1=C(C=CC(=C1)[C@@H]1NC[C@H](C1)O)C=1N=C2SC3=C(N2C1)C=CC(=C3)C(=O)NC